(trifluoromethyl)quinoline-5-carboxylic acid ethyl ester C(C)OC(=O)C=1C=2C=CC(=NC2C=CC1)C(F)(F)F